C(CC)OCCOC=C(C)C1=CC=C(C=C1)C(=COCCOCCC)C 1,4-bis(1-(2-propoxyethoxy)prop-1-en-2-yl)benzene